[6-bromo-2-(3,5-difluorophenoxy)phenyl]fluoroacetonitrile BrC1=CC=CC(=C1C(C#N)F)OC1=CC(=CC(=C1)F)F